2-methyl-2,3,4,5,6,7,8,9,10,11,12,13-dodecahydro-1H-cyclopenta[12]annulene CC1CC2=C(CCCCCCCCCC2)C1